Cl.FC=1C=C2CCNCC2=CC1 6-fluoro-1,2,3,4-Tetrahydroisoquinoline hydrochloride